((2-(trifluoromethoxy) ethyl 3-(methylcarbamoyl)-7-(trifluoromethyl) thieno[3,2-b]pyridin-5-yl) methyl) piperidine-1-carboxylate N1(CCCCC1)C(=O)OCC1=CC(=C2C(=N1)C(=C(S2)CCOC(F)(F)F)C(NC)=O)C(F)(F)F